8-{[5-(2-Chloro-5-cyanophenyl)-1-trityl-1H-indazol-3-yl]carbamoyl}-6-azaspiro[4.5]decane-6-carboxylic acid tert-butyl ester C(C)(C)(C)OC(=O)N1C2(CCCC2)CCC(C1)C(NC1=NN(C2=CC=C(C=C12)C1=C(C=CC(=C1)C#N)Cl)C(C1=CC=CC=C1)(C1=CC=CC=C1)C1=CC=CC=C1)=O